COC1=CC=C2C=3C=CN=CC3NC2=C1 7-Methoxy-β-carboline